FC=1C=CC(=C(C1)O)C1=NN=C(C2=CC=CC=C12)N[C@H]1CN(CCC1)C (R)-5-fluoro-2-(4-((1-methylpiperidin-3-yl)amino)phthalazin-1-yl)phenol